NC1=CC(=NN1C1=C(C=C(C=C1Cl)C(F)(F)F)Cl)C#N 5-amino-1-(2,6-dichloro-4-trifluoromethylphenyl)-3-cyanopyrazole